(2S,5'S)-N-((R)-1-(2,4-dichlorophenyl)ethyl)-5'-fluoro-6',7'-dihydro-5'H-spiro[oxirane-2,8'-quinoline]-5'-carboxamide ClC1=C(C=CC(=C1)Cl)[C@@H](C)NC(=O)[C@]1(C=2C=CC=NC2[C@]2(CC1)OC2)F